C1(CCCCC1)C[C@H](C(=O)NCC1=CC(=NC=C1)OCC(F)(F)F)O (R)-3-Cyclohexyl-2-hydroxy-N-((2-(2,2,2-trifluoroethoxy)pyridin-4-yl)methyl)propanamide